O1C(=CC=C1C(=O)[O-])C(=O)[O-] 2,5-furandicarboxylate